C1(CCC1)OC=1C=2N(C=NC1C=1C=NNC1)N=C(N2)N[C@@H]2[C@@H](CNCC2)C 8-cyclobutoxy-N-((3R,4S)-3-methylpiperidin-4-yl)-7-(1H-pyrazol-4-yl)-[1,2,4]triazolo[1,5-c]pyrimidin-2-amine